[N+](=O)([O-])C1=C(C=CC(=C1)[N+](=O)[O-])S(=O)(=O)ON1N=NC=2C1=NC=CC2 3H-[1,2,3]triazolo[4,5-b]pyridin-3-yl 2,4-dinitrobenzenesulfonate